ethyl 3-[3-[1-[10-[4,6-difluoro-1-(2-trimethylsilylethoxymethyl)indol-5-yl]oxy-5H-[1,2,4]triazolo[5,1-a][2]benzazepin-2-yl]ethyl]-2-fluoro-phenyl]propanoate FC1=C2C=CN(C2=CC(=C1OC1=CC2=C(C=CCN3C2=NC(=N3)C(C)C=3C(=C(C=CC3)CCC(=O)OCC)F)C=C1)F)COCC[Si](C)(C)C